rac-(4bS,5R,6R,7S,7aR)-4b,5-dihydroxy-4-methoxy-N,N-dimethyl-7-phenyl-7a-(p-tolyl)-4b,6,7,7a-tetrahydro-5H-cyclopenta[4,5]furo[2,3-c]pyridine-6-carboxamide O[C@@]12[C@@](OC=3C=NC=C(C31)OC)([C@@H]([C@H]([C@H]2O)C(=O)N(C)C)C2=CC=CC=C2)C2=CC=C(C=C2)C |r|